C(C)(C)(C)OC(=O)N1CCC(CC1)NC1=C2C=C(C=NC2=CC=C1)OC 4-((3-Methoxyquinolin-5-yl)amino)piperidine-1-carboxylic acid tert-butyl ester